Cl.N1(CC(C1)C1CNC1)C(=O)OC(C)(C)C tert-butyl [3,3'-biazetidine]-1-carboxylate hydrochloride